benzyl (R)-3-((R*)-1,2-dihydroxypropan-2-yl)piperidine-1-carboxylate OC[C@](C)(O)[C@H]1CN(CCC1)C(=O)OCC1=CC=CC=C1 |o1:2|